C(C=C)OCC(COCC=C)O 1,3-bis(allyloxy)propane-2-ol